COC=1C=CC2=C(N=C(S2)C=2C=NC=CC2NC2CCC(CC2)OC)C1 3-(5-methoxybenzo[d]thiazol-2-yl)-N-(4-methoxycyclohexyl)pyridin-4-amine